N(C(CCNCCCCNCCCN)([2H])[2H])([2H])[2H] spermine-d4